tert-Butyl 3-acetamido-7-methyl-5-(4,4,5,5-tetramethyl-1,3,2-dioxaborolan-2-yl)indole-1-carboxylate C(C)(=O)NC1=CN(C2=C(C=C(C=C12)B1OC(C(O1)(C)C)(C)C)C)C(=O)OC(C)(C)C